FC1=C(C=C(C=C1)C=1C=C2C(=NC1)N(CN2CC(CC)=O)C)C 6-(4-fluoro-3-methyl-phenyl)-3-methyl-1-(2-oxobutyl)imidazo[4,5-b]Pyridine